(4aR,8aS)-6-[3-[4-[3-(Cyclopropylmethoxy)azetidin-1-yl]phenyl]azetidine-1-carbonyl]-4,4a,5,7,8,8a-hexahydropyrido[4,3-b][1,4]oxazin-3-one C1(CC1)COC1CN(C1)C1=CC=C(C=C1)C1CN(C1)C(=O)N1C[C@@H]2[C@@H](OCC(N2)=O)CC1